C([O-])([O-])=O.[Mg+2] magnesium monocarbonate